C1(CC1)CN1C(N(C2=C1C=CC(=C2)S(=O)(=O)NC2(CC2)C)C2=CC=CC=C2)=O 1-(cyclopropylmethyl)-N-(1-methylcyclopropyl)-2-oxo-3-phenyl-benzoimidazole-5-sulfonamide